di-n-octyltin bis(monooctyl maleate) C(CCCCCCC)/C(/C(=O)[O-])=C/C(=O)[O-].C(CCCCCCC)/C(/C(=O)[O-])=C/C(=O)[O-].C(CCCCCCC)[Sn+4]CCCCCCCC